NC=1C(=NC(=C(N1)F)C1=CC(=C(C(=C1)F)N1CCOCC1)CN(C)C)C=1C=C2C(=CNC(C2=CC1)=O)F 6-(3-amino-6-(3-((dimethylamino)methyl)-5-fluoro-4-morpholinophenyl)-5-fluoropyrazin-2-yl)-4-fluoroisoquinolin-1(2H)-one